2-imino-3-(2-methoxy-3-methylphenyl)thiazolidin-4-one N=C1SCC(N1C1=C(C(=CC=C1)C)OC)=O